BrC=1C(=NC=NC1C1(CC1)F)O 5-bromo-6-(1-fluorocyclopropyl)pyrimidin-4-ol